BrC=1C=C(C=CC1)C1OC=C(N=N1)COC1=CC=CC=2CC(OC21)(C)C 2-(3-bromophenyl)-5-(((2,2-dimethyl-2,3-dihydrobenzofuran-7-yl)oxy)methyl)-1,3,4-oxadiazine